bismaleimide platinum(IV) [Pt+4].C1(C=CC(N1)=O)=O.C1(C=CC(N1)=O)=O